3-Cyano-6-(isopropylamino)pyrazolo[1,5-a]pyridin-4-yl trifluoromethanesulfonate FC(S(=O)(=O)OC=1C=2N(C=C(C1)NC(C)C)N=CC2C#N)(F)F